FC(OC1=C(C=C(C=C1)C=1N=C(C(=NC1)C(=O)O)C)C1=CC=CC=C1)F 5-[4-(difluoromethoxy)-3-phenyl-phenyl]-3-methyl-pyrazine-2-carboxylic acid